(S)-benzyl 3-(((S)-1-methoxy-1-oxo-3-((S)-2-oxopyrrolidin-3-yl)propan-2-yl)carbamoyl)tetrahydropyridazine-1(2H)-carboxylate COC([C@H](C[C@H]1C(NCC1)=O)NC(=O)[C@H]1NN(CCC1)C(=O)OCC1=CC=CC=C1)=O